2-methoxy-4-(trifluoromethyl)phenylboronic acid COC1=C(C=CC(=C1)C(F)(F)F)B(O)O